N-(cis-4-((6-Fluoro-4-methoxy-5-(quinolin-6-yl)pyrrolo[2,1-f][1,2,4]triazin-2-yl)amino)cyclohexyl)acetamide FC=1C(=C2C(=NC(=NN2C1)N[C@H]1CC[C@H](CC1)NC(C)=O)OC)C=1C=C2C=CC=NC2=CC1